C1(CC1)C=1N=C(C(=NC1C=1C2=C(C=NC1)N(C=N2)C)C(=O)OC)NC2=CC=C(C=C2)CN2CCN(CC2)C Methyl 5-cyclopropyl-6-(3-methylimidazo[4,5-c]pyridin-7-yl)-3-[4-[(4-methylpiperazin-1-yl)methyl]anilino]pyrazine-2-carboxylate